4-chloro-5-[[(3R)-tetrahydropyran-3-yl]methylamino]pyridazin-3-one ClC=1C(NN=CC1NC[C@@H]1COCCC1)=O